hexahydropyrrolo[3,4-b]pyrrole-4,5(1H)-dicarboxylic acid dibenzyl ester HCl Cl.C(C1=CC=CC=C1)OC(=O)C1N(CC2NCCC21)C(=O)OCC2=CC=CC=C2